C(C)(C)(C)OC(=O)N1CCC(CC1)N1C=C(C=CC1=O)C1=NC(=CC(=C1OCOC)C1=CC(=C(C=C1)N1C(N(C=C1)C)=O)Cl)C 4-(4-(3-chloro-4-(3-methyl-2-oxo-2,3-dihydro-1H-imidazol-1-yl)phenyl)-3-(methoxymethoxy)-6-methyl-6'-oxo-[2,3'-bipyridin]-1'(6'H)-yl)piperidine-1-carboxylic acid tert-butyl ester